F[C@H]1CN(CC1)C=1C=C(C=NC1OC1=CC=C(C=C1)C(F)(F)F)C(=O)N[C@@H](CO)C 5-[(3R)-3-Fluoropyrrolidin-1-yl]-N-[(2R)-1-hydroxypropan-2-yl]-6-[4-(trifluoromethyl)phenoxy]pyridine-3-carboxamide